O=C1NCCC2=C1C=C(N2)C2=C(C=NC=C2)O[C@@H](C)[C@@H]2N(CC2)C(=O)OC(C)(C)C tert-butyl (2R)-2-[(1S)-1-[(4-{4-oxo-1H,5H,6H,7H-pyrrolo[3,2-c]pyridin-2-yl}pyridin-3-yl)oxy]ethyl]azetidine-1-carboxylate